(S)-4-(5-(3,5-dimethylisoxazol-4-yl)-1-((trans)-4-trideuteromethoxycyclohexyl)-1H-benzo[d]imidazol-2-yl)-3-(3-chloro-5-fluorophenyl)-1,3-oxazinane-2-one CC1=NOC(=C1C1=CC2=C(N(C(=N2)[C@H]2N(C(OCC2)=O)C2=CC(=CC(=C2)F)Cl)[C@@H]2CC[C@H](CC2)OC([2H])([2H])[2H])C=C1)C